rac-(1r,2r,3s,4r,5s)-N-(3-chloro-4-(trifluoromethyl)phenyl)-5-hydroxy-3-(2-methoxypyridin-4-yl)-7-oxabicyclo[2.2.1]heptane-2-carboxamide ClC=1C=C(C=CC1C(F)(F)F)NC(=O)[C@H]1[C@H]2C[C@@H]([C@@H]([C@@H]1C1=CC(=NC=C1)OC)O2)O |r|